FC(C=1C=C(C=CC1)P(C1=CC(=CC=C1)C(=O)O)C1=CC(=CC=C1)C(F)(F)F)(F)F bis(3-trifluoromethylphenyl)(3-carboxyphenyl)phosphine